4-[3-Hydroxy-6-(2-methyl-benzyl)-pyridin-2-yl]-4-oxo-butyric acid methyl ester COC(CCC(=O)C1=NC(=CC=C1O)CC1=C(C=CC=C1)C)=O